Natrium Methylparaben COC(=O)C1=CC=C(O)C=C1.[Na]